2-{4-Amino-1-cyclobutyl-1H-pyrazolo[3,4-d]pyrimidin-3-yl}-3-chloro-N-methyl-1H-indole-6-carboxamide NC1=C2C(=NC=N1)N(N=C2C=2NC1=CC(=CC=C1C2Cl)C(=O)NC)C2CCC2